FC(F)(F)C1=NC2=C(C=NC=C2)N1 (trifluoromethyl)-3H-imidazo[4,5-c]pyridine